ONC(=N)C1=NC(=CC=C1)N1CCN(CCC1)C1CCN(CC1)C(C)C N-Hydroxy-6-{4-[1-(propan-2-yl)piperidin-4-yl]-1,4-diazepan-yl}pyridine-2-carboximidamide